O=C1C=C2CC[C@H]3[C@@H]4CCC[C@@]4(C)CC[C@@H]3[C@]2(CC1)C 3-oxo-androstane-4-ene